benzyl N-[3-[2-(2-aminoethoxy)ethoxy]-2-fluoro-3-methylbutyl]carbamate NCCOCCOC(C(CNC(OCC1=CC=CC=C1)=O)F)(C)C